CN(C1=CC(=C(C=N1)C1CN(CC1)C(C=C)=O)C1=NN(C=C1)C)CCC 1-(3-(6-(methyl(propyl)amino)-4-(1-methyl-1H-pyrazol-3-yl)pyridin-3-yl)pyrrolidin-1-yl)prop-2-en-1-one